t-butyl mercaptan potassium salt [K].C(C)(C)(C)S